C1(CC1)NC(C1=C(C=CC(=C1)F)SC1=CC=C2C(=NNC2=C1)\C=C\C1=NC=C(C=C1)CCN(CC)CC)=O N-cyclopropyl-2-({3-[(E)-2-{5-[2-(diethylamino)ethyl]pyridin-2-yl}vinyl]-1H-indazol-6-yl}thio)-5-fluorobenzamide